3-(N,N-dimethylamino)propyl-triethoxysilane CN(C)CCC[Si](OCC)(OCC)OCC